NC1=C2C=CNC2=CC=N1 4-amino-5-azaindole